IC=1C=NN2C1CNC(C2)C 3-iodo-6-methyl-6,7-dihydro-4H-pyrazolo[1,5-a]Pyrazine